4,4-difluoro-1-(2-(isoxazol-3-ylamino)-2-oxoethyl)-1-(2-((2-(methoxycarbonyl)-4-methylthiophen-3-yl)amino)-2-oxoethyl)piperidin-1-ium FC1(CC[N+](CC1)(CC(=O)NC1=C(SC=C1C)C(=O)OC)CC(=O)NC1=NOC=C1)F